5-(5-methyl-2-(4-(morpholine-4-carbonyl)phenylamino)pyrimidin-4-ylamino)benzo[d]oxazol-2(3H)-one CC=1C(=NC(=NC1)NC1=CC=C(C=C1)C(=O)N1CCOCC1)NC=1C=CC2=C(NC(O2)=O)C1